N1=CN=C2N=CNC2=C1N[C@@H]1[C@H]([C@@H]([C@H]([C@@H](O1)CO)NC([C@@H](CC1=CN=CN1)NC(OC(C)(C)C)=O)=O)O)O tert-butyl ((R)-1-(((2R,3R,4R,5S,6S)-6-((7H-purin-6-yl)amino)-4,5-dihydroxy-2-(hydroxymethyl)tetrahydro-2H-pyran-3-yl)amino)-3-(1H-imidazol-5-yl)-1-oxopropan-2-yl)carbamate